N(=[N+]=[N-])C1(CN(C1)C(=O)OC(C)(C)C)C1=C(C(=CC=C1)Cl)C tert-butyl 3-azido-3-(3-chloro-2-methylphenyl)azetidine-1-carboxylate